3-[[5-(4-piperidyl)-2-pyridyl]amino]piperidine-2,6-dione TFA salt OC(=O)C(F)(F)F.N1CCC(CC1)C=1C=CC(=NC1)NC1C(NC(CC1)=O)=O